C[C@]12CC[C@H]3[C@@H](CC[C@H]4[C@H]([C@@H](O[C@@H]([C@@]34OO1)O2)C(=O)NCC2=CC=[N+](C=C2)[O-])C)C 4-(((3R,5aS,6R,8aS,9R,10R,12R,12aR)-3,6,9-trimethyldecahydro-12H-3,12-epoxy[1,2]dioxepino[4,3-i]isochromene-10-carboxamido)methyl)pyridine-1-oxide